boron (boric acid) B(O)(O)O.[B]